C(C)(C)[C@H]1CC[C@H](CC1)N1CCC(CC1)N1C(=C(C2=CC=CC=C12)CN1CCCC1)CCO 2-(1-(1-(cis-4-isopropylcyclohexyl)piperidin-4-yl)-3-(pyrrolidin-1-ylmethyl)-1H-indol-2-yl)ethan-1-ol